FC1=CC=C(CC2=CC3=C(OC[C@@H](N3C(=O)OC(C)(C)C)COS(=O)(=O)C)N=C2C)C=C1 tert-butyl (R)-7-(4-fluorobenzyl)-6-methyl-2-(((methylsulfonyl)oxy)methyl)-2,3-dihydro-1H-pyrido[2,3-b][1,4]oxazine-1-carboxylate